methyl 2-(3-cyano-1H-indazol-5-yl)-2H-1,2,3-triazole-4-carboxylate C(#N)C1=NNC2=CC=C(C=C12)N1N=CC(=N1)C(=O)OC